ClC=1C(=NC(=NC1)N1C[C@H]([C@@H](CC1)NC1=CC=C2C(=N1)N(N=C2C2C(NC(CC2)=O)=O)C)O)NC=2C=C1CC(N(C1=CC2)C)=O 3-(6-(((3R,4R)-1-(5-chloro-4-((1-methyl-2-oxoindolin-5-yl)amino)pyrimidin-2-yl)-3-hydroxypiperidin-4-yl)amino)-1-methyl-1H-pyrazolo[3,4-b]pyridin-3-yl)piperidine-2,6-dione